1'-((2-(4-(1H-imidazol-1-yl)phenyl)-5-methyloxazol-4-yl)methyl)-3H-spiro[isobenzofuran-1,4'-piperidine] N1(C=NC=C1)C1=CC=C(C=C1)C=1OC(=C(N1)CN1CCC2(CC1)OCC1=CC=CC=C12)C